(S)-5-methoxy-4-((2-(4-(methoxycarbonyl)phenyl)-4-(5-chlorothiophene-2-yl)piperidin-1-yl)methyl)-7-methyl-1H-indole-1-carboxylic acid tert-butyl ester C(C)(C)(C)OC(=O)N1C=CC2=C(C(=CC(=C12)C)OC)CN1[C@@H](CC(CC1)C=1SC(=CC1)Cl)C1=CC=C(C=C1)C(=O)OC